C1N(CCC2=CC=CC=C12)C[C@H](CN1C(C2=CC=C(C=C2CC1)NCC1COCC1)=O)O 2-((2R)-3-(3,4-dihydro-1H-isoquinolin-2-yl)-2-hydroxy-propyl)-6-(tetrahydrofuran-3-ylmethylamino)-3,4-dihydroisoquinolin-1-one